C(#N)C=1C=NC(=NC1)NC(C(=O)O)CCN(CCCCC1=NC=2NCCCC2C=C1)CCOC1=CC=CC=C1 2-((5-cyanopyrimidin-2-yl)amino)-4-((2-phenoxyethyl)(4-(5,6,7,8-tetrahydro-1,8-naphthyridin-2-yl)butyl)amino)butanoic acid